C(C)OC(=O)C=1NC=C(C1)C1=NN(C=C1)C 4-(1-methyl-1H-pyrazol-3-yl)-1H-pyrrole-2-carboxylic acid ethyl ester